N1=C(N=CC=C1)C(C)NCC1=NC=C(C=C1)C(F)(F)F 1-(pyrimidin-2-yl)-N-((5-(trifluoromethyl)pyridin-2-yl)methyl)ethane-1-amine